N-(5-cyano-4-(((trans)-2-hydroxycyclopentyl)amino)pyridin-2-yl)-4-fluoro-7-formyl-3,4-dihydro-2,4-methylene-1,8-naphthyridine-1(2H)-carboxamide C(#N)C=1C(=CC(=NC1)NC(=O)N1C2CC(C3=CC=C(N=C13)C=O)(C2)F)N[C@H]2[C@@H](CCC2)O